5'-(tert-butyl)-N-(3-(9-phenyl-9H-carbazol-3-yl)phenyl)-[1,1':3',1''-terphenyl]-2'-amine C(C)(C)(C)C=1C=C(C(=C(C1)C1=CC=CC=C1)NC1=CC(=CC=C1)C=1C=CC=2N(C3=CC=CC=C3C2C1)C1=CC=CC=C1)C1=CC=CC=C1